N-[1-(6-(dimethylvinyl)-3-oxo-hexahydro-furo[3,2-b]pyrrol-4-yl)-1-cyclohexyl-2-oxo-ethyl]-4-[2-(4-methyl-piperazin-1-yl)-thiazol-4-yl]benzamide CC(=CC1C2C(N(C1)C(C=O)(C1CCCCC1)NC(C1=CC=C(C=C1)C=1N=C(SC1)N1CCN(CC1)C)=O)C(CO2)=O)C